CC(C)C(C(CCC)=O)(C)C 2,3,3-trimethylheptan-4-one